4-aza-1-azabicyclo[2.2.2]Octane methanesulfonate CS(=O)(=O)O.N12CCN(CC1)CC2